1,3-bis((10-fluoro-2,2-bis(4-methoxyphenyl)-2H-benzo[H]chromen-5-yl)oxy)propane FC1=CC=CC2=CC(=C3C=CC(OC3=C21)(C2=CC=C(C=C2)OC)C2=CC=C(C=C2)OC)OCCCOC2=C1C=CC(OC1=C1C(=C2)C=CC=C1F)(C1=CC=C(C=C1)OC)C1=CC=C(C=C1)OC